2-(6-{2,6-diazaspiro[3.3]heptan-2-yl}-5-methylthieno[2,3-c]pyridazin-3-yl)phenol C1N(CC12CNC2)C2=C(C1=C(N=NC(=C1)C1=C(C=CC=C1)O)S2)C